cyclopentyl-4-methyl-1,6-naphthyridin-2-one C1(CCCC1)C=1C(NC2=CC=NC=C2C1C)=O